N-(4-(4-methylthiazol-5-yl)benzyl)-4-oxopyrrolidine-2-carboxamide CC=1N=CSC1C1=CC=C(CNC(=O)C2NCC(C2)=O)C=C1